(3s,4s)-4-((s)-8-fluoro-5H-imidazo[5,1-a]isoindol-5-yl)4-(methylsulfonyl)piperidin-3-ol FC1=CC=C2[C@H](N3C(C2=C1)=CN=C3)[C@@]3([C@H](CNCC3)O)S(=O)(=O)C